C=C(CC)C1=C(C=C(C=C1)C)C1=C(C=C(C=C1O)C)O 2-(2-But-1-en-2-yl-5-methylphenyl)-5-methylbenzene-1,3-diol